[Br-].C(#N)C1=CC=[N+](C=C1)CC(=O)C1=CC(=CC(=C1)C(F)(F)F)[N+](=O)[O-] 4-Cyano-1-(2-(3-nitro-5-(trifluoromethyl)phenyl)-2-oxoethyl)pyridin-1-ium bromide